CC1(CS(C=C1)(=O)=O)N1C(C(=CC2=CC=CC=C12)C(=O)N)=O (3-methyl-1,1-dioxido-2,3-dihydrothiophen-3-yl)-2-oxo-1,2-dihydroquinoline-3-carboxamide